N-difluoromethyltriazole FC(N1N=NC=C1)F